N-(3-chloro-2-methylphenyl)-2-methyl-7-vinylpyrido[3,2-d]pyrimidin-4-amine ClC=1C(=C(C=CC1)NC=1C2=C(N=C(N1)C)C=C(C=N2)C=C)C